(R)-1-(5-chloro-3-fluoropyridin-2-yl)-3-(oxetan-3-ylmethyl)-4-(4-(trifluoromethyl)benzyl)piperazine-2,5-dione ClC=1C=C(C(=NC1)N1C([C@H](N(C(C1)=O)CC1=CC=C(C=C1)C(F)(F)F)CC1COC1)=O)F